[N+](=O)([O-])C=1C(=C(C=CC1)S(=O)(=O)Br)[N+](=O)[O-] dinitrobenzenesulfonyl bromide